Cl.N[C@@H]1CN(CCC1)C1=NN(C(C2=CC=CC=C12)=O)C1CCCCC1 (S)-4-(3-aminopiperidin-1-yl)-2-cyclohexylphthalazin-1(2H)-one hydrochloride